ClC1=CC=CC(=N1)C1=NC(=NC(=N1)NC(C)C)NC1=CC=CC=C1 (6-chloropyridin-2-yl)-N2-isopropyl-N4-Phenyl-1,3,5-triazine-2,4-diamine